N1C(=NC=C1)CNCC1=CC=CC(=N1)NC(CCCCC)=O N-(6-(((1H-imidazol-2-yl)methylamino)methyl)pyridin-2-yl)hexanamide